NC1CCN(CC1)C1=CC(=C(C(=O)OC)C=C1)C#CCN methyl 4-(4-aminopiperidin-1-yl)-2-(3-aminoprop-1-yn-1-yl)benzoate